C(C)(C)(C)OC(NC12CCC(CC1)(CC2)C=C)=O (4-Vinylbicyclo[2.2.2]oct-1-yl)carbamic acid tert-butyl ester